2-methoxy-6,7-dibutyl-1,4-naphthoquinone COC=1C(C2=CC(=C(C=C2C(C1)=O)CCCC)CCCC)=O